2-[2-[2-chloro-3-[2-(1,3-dihydro-1,3,3-trimethyl-2h-indol-2-ylidene)-ethylidene]-1-cyclohexen-1-yl]-ethenyl]-1,3,3-trimethyl-3h-indolium chloride [Cl-].ClC1=C(CCCC1=CC=C1N(C2=CC=CC=C2C1(C)C)C)C=CC1=[N+](C2=CC=CC=C2C1(C)C)C